O(C1=CC=CC=C1)C1=CC=C(C=N1)NC=1C2=C(N=CN1)C=CC(=N2)N2CCN(CC2)C(=O)OC(C)(C)C tert-Butyl 4-(4-((6-phenoxypyridin-3-yl)amino)pyrido[3,2-d]pyrimidin-6-yl)piperazine-1-carboxylate